C1(=CC=CC=C1)C/C(/C1=CC=C(C=C1)C(F)(F)F)=N\OCCN 2-[[[(1E)-2-phenyl-1-[4-(trifluoromethyl)phenyl]-ethylidene]amino]oxy]ethylamine